C(C1=CC=CC=C1)(C1=CC=CC=C1)(C1=CC=CC=C1)N1N=NN=C1CO (1-trityl-1H-tetrazol-5-yl)methanol